N,N,N'-trisnonyl-urea C(CCCCCCCC)N(C(=O)NCCCCCCCCC)CCCCCCCCC